6-(4-(2-(5-(8-methoxy-[1,2,4]triazolo[1,5-a]pyridin-6-yl)-4-(2,2,2-trifluoroethyl)-1H-pyrazol-3-yl)-4-methylthiazol-5-yl)cyclohexyl)-2-oxa-6-azaspiro[3.3]heptane COC=1C=2N(C=C(C1)C1=C(C(=NN1)C=1SC(=C(N1)C)C1CCC(CC1)N1CC3(COC3)C1)CC(F)(F)F)N=CN2